ClC=1C(=C(C=CC1F)N(C(=O)[C@H]1N(C(NC1)=O)C1=CC(=C2C(=N1)N=CN2C)C(F)(F)F)C)F (S)-(S)-N-(3-chloro-2,4-difluorophenyl)-N-methyl-3-(1-methyl-7-(trifluoromethyl)-1H-imidazo[4,5-B]pyridin-5-yl)-2-oxoimidazolidin-4-carboxamide